isopropyl (R)-2-amino-2-(4-cyanophenyl)-4,4-dimethylvalerate N[C@](C(=O)OC(C)C)(CC(C)(C)C)C1=CC=C(C=C1)C#N